N=1C=NN2C1C=C(C=C2)OC2=CC(=C(C=C2Cl)NC2=NC=NC1=CC(=C(C=C21)NC(/C(=C\[C@@H]2N(CCC2)C)/F)=O)N2CCOCC2)OC (R,E)-N-(4-((4-([1,2,4]triazolo[1,5-a]pyridin-7-yloxy)-5-chloro-2-methoxyphenyl)amino)-7-morpholino-quinazolin-6-yl)-2-fluoro-3-(1-methylpyrrolidin-2-yl)acrylamide